C1=CC=CC=2C3=CC=CC=C3C(C12)COC(=O)N([C@H](C(=O)O)CC=1C=NC=C(C1)OC)C (2S)-2-[9H-fluoren-9-ylmethoxycarbonyl-(methyl)amino]-3-(5-methoxypyridin-3-yl)propionic acid